2,6-diamino-8-propylsulfanylmethyl-3h-quinazoline-4-one NC1=NC2=C(C=C(C=C2C(N1)=O)N)CSCCC